2-(4-fluoro-3-(1-methyl-1H-pyrazole-4-yl)phenyl)acetic acid FC1=C(C=C(C=C1)CC(=O)O)C=1C=NN(C1)C